(2S,3R,4R)-3-acetoxy-4-(4,7,10-tris(2-(tert-butoxy)-2-oxoethyl)-1,4,7,10-tetraazacyclododecan-1-yl)pyrrolidine-2-carboxylic acid C(C)(=O)O[C@@H]1[C@H](NC[C@H]1N1CCN(CCN(CCN(CC1)CC(OC(C)(C)C)=O)CC(OC(C)(C)C)=O)CC(=O)OC(C)(C)C)C(=O)O